O=C1CCC(CN1)C(=O)N 6-oxopiperidine-3-carboxamide